isopropyl (4-bromo-3-(isopropyl(methyl)phosphoryl)phenyl)carbamate BrC1=C(C=C(C=C1)NC(OC(C)C)=O)P(=O)(C)C(C)C